C(C)OC(C(F)(F)C1=CC(=CC=C1)[C@@H](C)NC1=NC(=NC2=CC=C(C=C12)Br)C)=O (R)-2-(3-(1-((6-bromo-2-methylquinazolin-4-yl)amino)ethyl)phenyl)-2,2-difluoroacetic acid ethyl ester